dipropylene glycol monon-propyl ether acetate C(C)(=O)OCC(OCC(C)OCCC)C